C[C@@](C(=O)O)(C(C)(C)C)NC(=O)NNC(C)=O.ClC1=CC=C2C(=CC(=NC2=C1Cl)C1=NNC=C1)NCC(=O)O (7,8-dichloro-2-(1H-pyrazol-3-yl)quinolin-4-yl)glycine methyl-(S)-2-(2-acetylhydrazine-1-carboxamido)-3,3-dimethylbutanoate